NC\C=C(\CN1C=NC2=C1C=C(C=C2C2=CC(=CC=C2)S(NC(C)(C)C)(=O)=O)C(=O)OC)/F Methyl (Z)-1-(4-amino-2-fluorobut-2-en-1-yl)-4-(3-(N-(tert-butyl)sulfamoyl)phenyl)-1H-benzo[d]imidazole-6-carboxylate